(+)-4-[(αR)-α-((2S,5R)-4-allyl-2,5-dimethyl-1-piperazinyl)-3-methoxybenzyl]-N,N-diethylbenzamide C(C=C)N1C[C@@H](N(C[C@H]1C)[C@@H](C1=CC(=CC=C1)OC)C1=CC=C(C(=O)N(CC)CC)C=C1)C